delta-glutamic acid C(CC(=O)O)[C@H](C(=O)O)N